methyl 2-(5-bromo-7-hydroxy-3,3-dimethyl-2-oxoindol-1-yl)acetate BrC=1C=C2C(C(N(C2=C(C1)O)CC(=O)OC)=O)(C)C